2,3-dihydroxypropan-1-yl 10-hydroxyhexadecanoate OC(CCCCCCCCC(=O)OCC(CO)O)CCCCCC